CN1CCN(CC1)CCC(=O)OCCOCCOCCOCCOCC(COCCCCCCCC(=O)OC(CCCCCCCC)CCCCCCCC)OCCCCCCCC(=O)OC(CCCCCCCC)CCCCCCCC 1-octylnonyl 8-[3-[2-[2-[2-[2-[3-(4-methylpiperazin-1-yl)propanoyloxy]ethoxy]ethoxy]ethoxy] ethoxy]-2-[8-(1-octylnonoxy)-8-oxo-octoxy]propoxy]octanoate